4,4'-thieno[3,2-b]thiophene-2,5-diylbispyridine S1C2=C(C=C1C1=CC=NC=C1)SC(=C2)C2=CC=NC=C2